OC1=C(C=C(C=C1)[C@@H]1OC2=C([C@H]1C(=O)OC)C=C(C=C2)\C=C\C(=O)OC)OC methyl (2R,3R)-2-(4-hydroxy-3-methoxyphenyl)-5-((E)-3-methoxy-3-oxoprop-1-en-1-yl)-2,3-dihydrobenzofuran-3-carboxylate